FC=1C=C(C=CC1)NC(C1=CC(=CC=C1)NC1=CC=C(C=C1)C1=NC=CC=N1)=O N-(3-fluorophenyl)-3-((4-(pyrimidin-2-yl)phenyl)amino)benzamide